COC=1C=C2C=CN=C(C2=CC1NC(CCCN1CCCCC1)=O)NC1=CC=CC=C1 N-(6-methoxy-1-(phenylamino)isoquinolin-7-yl)-4-(piperidin-1-yl)butanamide